O=C1CC(COC1)C(=O)OCC1=CC=CC=C1 Benzyl 5-oxotetrahydro-2H-pyran-3-carboxylate